C1(=CC=CC2=CC=CC=C12)B1OCCO1 (naphthalen-1-yl)-1,3,2-dioxaborolane